1-(4-((4-((3-chlorobenzyl)oxy)-7-methoxyquinazolin-6-yl)oxy)piperidin-1-yl)prop-2-en-1-one ClC=1C=C(COC2=NC=NC3=CC(=C(C=C23)OC2CCN(CC2)C(C=C)=O)OC)C=CC1